3-Bromo-4-fluoro-2-methylbenzonitrile BrC=1C(=C(C#N)C=CC1F)C